C(CCCCCCC)[N+](C)(CCCCCCCC)CCCCCCCC trioctylmethylammonium